CN1C(=CC=C1)C 1,2-DIMETHYL-1H-PYRROL